C(C1=CC=CC=C1)N1C(=NC2=C1C=CC=C2C(=O)N)C2=CC=CC=C2 1-benzyl-2-phenyl-1H-benzo[d]imidazole-4-carboxamide